F[B-](F)(F)F.ClC=1C=C(C=CC1Cl)[N+]#N 3,4-dichlorophenyldiazonium tetrafluoroborate